Cl.C(C=C)NCC=C diallylamine hydrochloric acid salt